OC1=CC=C(C=C1C(C)(C)C)CCC(=O)O 4-monohydroxy-5-tert-butylbenzenepropionic acid